C(C1=CC=CC=C1)OC1=CC=C(C=C1)N1C=NC(=C1C)C(=O)NCCO 1-(4-(benzyloxy)phenyl)-N-(2-hydroxyethyl)-5-methyl-1H-imidazole-4-carboxamide